(R)-1-(7-((S)-1-benzylpiperidin-3-yl)pyrazolo[1,5-a]pyrimidin-2-yl)-N-methylpyrrolidin-3-amine C(C1=CC=CC=C1)N1C[C@H](CCC1)C1=CC=NC=2N1N=C(C2)N2C[C@@H](CC2)NC